methyl 2-[4-cyclopropyl-6-(difluoromethoxy)pyrimidin-5-yl]-6-methylsulfonyl-pyrimidine-4-carboxylate C1(CC1)C1=NC=NC(=C1C1=NC(=CC(=N1)C(=O)OC)S(=O)(=O)C)OC(F)F